ClC1=C(OC=2C=C(CN3CC4(C3)CCN(CC4)C(=O)OC=4C=NC=C(C4)C(F)(F)F)C=CC2)C=CC=C1 5-(Trifluoromethyl)pyridin-3-yl 2-(3-(2-chlorophenoxy)benzyl)-2,7-diazaspiro[3.5]nonane-7-carboxylate